C(C)SC1=NN2C(N=CC(=C2)C2=CC=C(C=C2)OC(F)(F)F)=C1C1=NC2=C(C=NC(=C2)C(F)(F)F)N1C 2-(2-(ethylsulfanyl)-6-(4-(trifluoromethoxy)phenyl)pyrazolo[1,5-a]pyrimidin-3-yl)-3-methyl-6-(trifluoromethyl)-3H-imidazo[4,5-c]pyridine